N-(3-(5-((1-ethylpiperidin-4-yl)(methyl)amino)-3-(pyrimidin-5-yl)-1H-pyrrolo[3,2-b]pyridin-1-yl)-2,4-difluorophenyl)propane-1-sulfonamide monosuccinic acid salt C(CCC(=O)O)(=O)O.C(C)N1CCC(CC1)N(C1=CC=C2C(=N1)C(=CN2C=2C(=C(C=CC2F)NS(=O)(=O)CCC)F)C=2C=NC=NC2)C